N-(2,4-dimethoxybenzyl)-3-ethyl-2,4,6-trifluoro-N-(6-fluoropyridin-2-yl)benzenesulfonamide COC1=C(CN(S(=O)(=O)C2=C(C(=C(C=C2F)F)CC)F)C2=NC(=CC=C2)F)C=CC(=C1)OC